4-(2-{6-[(1S)-2-(dimethylamino)-1-hydroxyethyl]-1-oxo-4-(trifluoromethyl)-3H-isoindol-2-yl}-6-(ethylamino)pyridin-4-yl)-3-(4-methyl-1,2,4-triazol-3-yl)benzonitrile CN(C[C@@H](O)C1=CC(=C2CN(C(C2=C1)=O)C1=NC(=CC(=C1)C1=C(C=C(C#N)C=C1)C1=NN=CN1C)NCC)C(F)(F)F)C